NN1C(=NC(=C1C(=O)N)C1=CC=C(C=C1)C(NC1=NC=CC(=C1)C(F)(F)F)=O)[C@H]1N(CCC1)C(C#CC)=O (S)-1-amino-2-(1-(but-2-ynoyl)pyrrolidin-2-yl)-4-(4-((4-(trifluoro-methyl)pyridin-2-yl)carbamoyl)phenyl)-1H-imidazole-5-carboxamide